6-(4-{4-[3-fluoro-4-(trifluoromethyl)phenoxy]benzoyl}piperazin-1-yl)pyridazin-3-amine FC=1C=C(OC2=CC=C(C(=O)N3CCN(CC3)C3=CC=C(N=N3)N)C=C2)C=CC1C(F)(F)F